(R)-tert-Butyl-8-methyl-1-oxo-1,2,7,8-Tetrahydropyrido[4',3':3,4]pyrazolo[1,5-d][1,2,4]triazine-9(10H)-carboxylate C(C)(C)(C)OC(=O)N1CC=2C(=NN3C=NNC(C32)=O)C[C@H]1C